1-(4-((4-((2-fluoro-4-((2-(3-hydroxyazetidin-1-yl)pyridin-4-yl)oxy)phenyl)amino)-7-methoxyquinazolin-6-yl)amino)piperidin-1-yl)prop-2-en-1-one FC1=C(C=CC(=C1)OC1=CC(=NC=C1)N1CC(C1)O)NC1=NC=NC2=CC(=C(C=C12)NC1CCN(CC1)C(C=C)=O)OC